C1(CC1)C1=CC=C(COC2=CC=CC(=N2)C2CCN(CC2)CC2=NC3=C(N2CCOC)C=C(C=C3)C(=O)O)C=C1 2-((4-(6-((4-cyclopropylbenzyl)oxy)pyridin-2-yl)piperidin-1-yl)methyl)-1-(2-methoxyethyl)-1H-benzo[d]imidazole-6-carboxylic acid